(1R,3r)-3-(6-fluoro-5-(((R)-1-(5-fluoro-2-methoxypyridin-3-yl)ethyl)amino)pyrazolo[1,5-a]pyrimidine-3-carboxamido)-4-methylbenzenesulfonic acid cyclobutyl ester C1(CCC1)OS(=O)(=O)C1=CC(=C(C=C1)C)NC(=O)C=1C=NN2C1N=C(C(=C2)F)N[C@H](C)C=2C(=NC=C(C2)F)OC